C(C)(C)(C)OC(=O)N(C=1SC(=C(N1)C)C=1C=NN(C1)C(C)CC)C(=O)OC(C)(C)C N,N-di-t-butoxycarbonyl-4-methyl-5-(1-(but-2-yl)pyrazol-4-yl)-1,3-thiazol-2-amine